S1C=CC2=C1C(=CC=C2)C(=C)C=2N=CNC2 4-[1-(1-benzothiophen-7-yl)vinyl]-1H-imidazole